ClC=1C(=C(C=CC1)C=1C=NC=C(C1N1CC(C1)CN)C1=NC2=C(N1)C=C(C=C2F)F)C 1-{1-[3-(3-chloro-2-methylphenyl)-5-(4,6-difluoro-1H-1,3-benzodiazol-2-yl)pyridin-4-yl]azetidin-3-yl}methanamine